purin-9-yl-ethan-1-one N1=CN=C2N(C=NC2=C1)C(C)=O